8-Hydroxy-nonadecanoic acid OC(CCCCCCC(=O)O)CCCCCCCCCCC